C(CCCCCCCCC=C)[SiH3] 10-undecen-1-yl-silane